N[C@@H](CC(=O)[O-])C(=O)[O-].[C+2](=O)=O Carbon dioxide Aspartate